C1(CC=CC1)C1=CC(=C(C=C1)F)OC 4-(cyclopent-3-enyl)-1-fluoro-2-methoxybenzene